Natrium (2-ethylhexanoate) C(C)C(C(=O)[O-])CCCC.[Na+]